N-cyclobutyl-5-[2,6-dichloro-4-[6-(difluoromethyl)-3,5-dioxo-1,2,4-triazin-2-yl]phenoxy]-2-methoxy-pyridine-3-sulfonamide C1(CCC1)NS(=O)(=O)C=1C(=NC=C(C1)OC1=C(C=C(C=C1Cl)N1N=C(C(NC1=O)=O)C(F)F)Cl)OC